tert-Butyl ((2-(((1R*,3R*)-3-(2-((4,4-difluorocyclohexyl)amino)ethyl)cyclohexyl)oxy)-4-methylphenyl)sulfonyl)-L-prolinate FC1(CCC(CC1)NCC[C@@H]1C[C@@H](CCC1)OC1=C(C=CC(=C1)C)S(=O)(=O)N1[C@@H](CCC1)C(=O)OC(C)(C)C)F |o1:10,12|